tert-Butyl 3-[[2-fluoro-4-(trifluoromethyl)phenyl]methoxy]-2-methyl-azetidine-1-carboxylate FC1=C(C=CC(=C1)C(F)(F)F)COC1C(N(C1)C(=O)OC(C)(C)C)C